N1N=CC(=C1)C1=CC=C(C=C1)NC1=NC(=NC=C1)C1=CC=C2C=C(NC2=C1)C(=O)N1CC2C(C2C1)(F)F (6-(4-((4-(1H-pyrazol-4-yl)phenyl)amino)pyrimidin-2-yl)-1H-indol-2-yl)(6,6-difluoro-3-azabicyclo[3.1.0]hexan-3-yl)methanone